1,2-benzenedicarboxylic acid, butyl decyl ester C=1(C(=CC=CC1)C(=O)OCCCCCCCCCC)C(=O)OCCCC